1-acetyl-2-(2-hydroxybenzylidene)indolin-3-one C(C)(=O)N1C(C(C2=CC=CC=C12)=O)=CC1=C(C=CC=C1)O